C(C)SC=1SC2=C(N1)C=CC=C2 2-(ethylthio)benzo[d]thiazole